FC1=C(C=CC(=C1)F)NC(CO)=O N-(2,4-difluorophenyl)-2-hydroxyacetamide